C1(CC1)OC=1C(=C(C=CC1)C1CC2=C(OC=C2CC1)OC)C 5-(3-cyclopropoxy-2-methylphenyl)-3-methoxy-4,5,6,7-tetrahydroisobenzofuran